[Na].[Na].C(CCCCCCCCCCCCC)(=O)N[C@H](C(=O)O)CCC(=O)N[C@@H](CS)C(=O)NCC(=O)O myristoyl-glutathione disodium salt